Methyl 2'-((2-((4,6-dimethoxypyrimidin-2-yl) oxy) benzyl) amino)-[1,1'-biphenyl]-4-carboxylate COC1=NC(=NC(=C1)OC)OC1=C(CNC2=C(C=CC=C2)C2=CC=C(C=C2)C(=O)OC)C=CC=C1